NC1=NC(=C(C(=C1C#N)C1=CC=C(C=C1)OC1COC1)C#N)S 2-amino-4-[4-(oxetan-3-yloxy)phenyl]-6-sulfanyl-pyridine-3,5-dicarbonitrile